2-[(3S)-3-[(tert-butyldimethylsilyl)oxy]pyrrolidin-1-yl]ethanol [Si](C)(C)(C(C)(C)C)O[C@@H]1CN(CC1)CCO